(S)-tetrahydrofuran-2-yl-methanone O1[C@@H](CCC1)C=O